C1(CC1)S(=O)(=O)N1N=CC(=C1)C1=NC=CC(=N1)NC1=CC(=C(C=N1)C1=NC=C(C=C1)C(C)(C)F)NC1CCC(CC1)CN(C)C N6'-(2-(1-(Cyclopropylsulfonyl)-1H-pyrazol-4-yl)pyrimidin-4-yl)-N4'-((1s,4s)-4-((dimethylamino)methyl)cyclohexyl)-5-(2-fluoropropan-2-yl)-[2,3'-bipyridine]-4',6'-diamine